N,S-dioctyl-(D)-penicillamine C(CCCCCCC)N[C@H](C(C)(C)SCCCCCCCC)C(=O)O